E-10-(hydroxymethyl)octadec-8-enoic acid (2'-ethylhexyl) ester C(C)C(COC(CCCCCC\C=C\C(CCCCCCCC)CO)=O)CCCC